alpha-[2-(4-chlorophenyl)ethyl]-alpha-phenyl-1H-1,2,4-triazole-1-propionitrile ClC1=CC=C(C=C1)CCC(C#N)(CN1N=CN=C1)C1=CC=CC=C1